2'-bromo-N2,N2,N4,N4-tetramethyl-[1,1'-biphenyl]-2,4-diamine BrC1=C(C=CC=C1)C=1C(=CC(=CC1)N(C)C)N(C)C